N-{4-[(dimethylamino)methyl]phenyl}-7-{8-methyl-1H,2H,3H-pyrido[2,3-b][1,4]oxazin-7-yl}-5H,6H,7H,8H-pyrido[3,4-d]pyrimidin-2-amine CN(C)CC1=CC=C(C=C1)NC=1N=CC2=C(N1)CN(CC2)C2=C(C1=C(OCCN1)N=C2)C